(2S,3R)-2-(3-((S)-3-amino-1-(3-((2S,4R)-4-hydroxytetrahydropyrrol-2-yl)-1,2,4-oxadiazol-5-yl)-3-oxopropyl)ureido)-3-hydroxybutyric acid NC(C[C@@H](C1=NC(=NO1)[C@H]1NC[C@@H](C1)O)NC(N[C@H](C(=O)O)[C@@H](C)O)=O)=O